3-(4-(4-(2-((S)-3-aminopyrrolidin-1-yl)ethyl)piperazin-1-yl)phenyl)piperidine-2,6-dione N[C@@H]1CN(CC1)CCN1CCN(CC1)C1=CC=C(C=C1)C1C(NC(CC1)=O)=O